C(C)(C)(C)OC(=O)NC=1SC=C(N1)C1=C(C=C2CC(N3C(C2=C1)=CC(C(=C3)C(=O)OCC)=O)C(C)C)OCCCOC ethyl 10-(2-((tert-butoxycarbonyl)amino)thiazol-4-yl)-6-isopropyl-9-(3-methoxypropoxy)-2-oxo-6,7-dihydro-2H-pyrido[2,1-a]isoquinoline-3-carboxylate